Methyl 8-bromo-9-(4-(fluoro(1-(3-fluoropropyl)azetidin-3-yl)methyl)phenyl)-6,7-dihydro-5H-benzo[7]annulene-3-carboxylate BrC=1CCCC2=C(C1C1=CC=C(C=C1)C(C1CN(C1)CCCF)F)C=CC(=C2)C(=O)OC